tert-butyl (R)-(4-(3-((tert-butoxycarbonyl)amino)butoxy)-1-methyl-1H-pyrazol-3-yl)carbamate C(C)(C)(C)OC(=O)N[C@@H](CCOC=1C(=NN(C1)C)NC(OC(C)(C)C)=O)C